O(C1=CC=CC=C1)CCOC(=O)OOC(=O)OCCOC1=CC=CC=C1 di(2-phenoxyethyl)peroxydicarbonate